(2S,5R)-5-(2-chlorophenyl)-1-(5-phenylpyridinecarboyl)pyrrolidine-2-carboxylic acid ClC1=C(C=CC=C1)[C@H]1CC[C@H](N1C(=O)C1=NC=C(C=C1)C1=CC=CC=C1)C(=O)O